C(C)OC1=NC(=CC2=CC=CC(=C12)F)C1=CC2=CC=CC=C2C=C1 1-ethoxy-8-fluoro-3-(naphthalene-2-yl)isoquinoline